ClC=1C(=C(C=CC1)N(S(=O)(=O)C1=CC=C(C=C1)C)CC(CO)O)F N-(3-chloro-2-fluoro-phenyl)-N-(2,3-dihydroxypropyl)-4-methyl-benzenesulfonamide